FC(C1=NN(C(=C1)C)C1=NC(=CC=C1C(C)=O)N1C=NC=2C=NC(=CC21)NC=2N=NC(=CC2)C)F [2-[3-(difluoromethyl)-5-methyl-pyrazol-1-yl]-6-[6-[(6-methylpyridazin-3-yl)amino]imidazo[4,5-c]pyridin-1-yl]-3-pyridinyl]ethanone